2-((1S,2R)-1-(2-cyanophenyl)-1-(1-(2,2,2-trifluoroethyl)-1H-pyrazol-4-yl)propan-2-yl)-5-hydroxy-N-(isoxazol-4-yl)-1-methyl-6-oxo-1,6-dihydropyrimidine-4-carboxamide C(#N)C1=C(C=CC=C1)[C@H]([C@@H](C)C=1N(C(C(=C(N1)C(=O)NC=1C=NOC1)O)=O)C)C=1C=NN(C1)CC(F)(F)F